COC(=O)C=1C=C(C(=CC1)NC1=CC=C(C2=NON=C21)[N+](=O)[O-])C2=CC=C(C=C2)C 4'-methyl-6-((7-nitrobenzo[c][1,2,5]Oxadiazol-4-yl)amino)-[1,1'-biphenyl]-3-carboxylic acid methyl ester